O1N=C(C2=C1C=CC=C2)[C@H](C)S(=O)(=O)N (1S)-1-(1,2-Benzooxazol-3-yl)ethane-1-sulfonamide